(S)-N-(5-(pyrrolidin-3-ylamino)quinolin-8-yl)acetamide hydrochloride Cl.N1C[C@H](CC1)NC1=C2C=CC=NC2=C(C=C1)NC(C)=O